BrC1=C(C(=NC(=C1)C)C)F 4-bromo-3-fluoro-2,6-dimethyl-pyridine